ethyl 2-[(4S)-2-(6-{5-[(methanesulfonyloxy)methyl]-1-methyl-1H-1,2,3-triazol-4-yl}-2-methylpyridin-3-yl)oxan-4-yl]acetate CS(=O)(=O)OCC1=C(N=NN1C)C1=CC=C(C(=N1)C)C1OCC[C@@H](C1)CC(=O)OCC